6-(2-chloro-6-fluorophenyl)-8-methyl-2-[(2'-methyl-2',3'-dihydro-1'H-spiro[cyclopropane-1,4'-isoquinolin]-7'-yl)amino]pyrido[2,3-d]pyrimidin-5(8H)-one ClC1=C(C(=CC=C1)F)C=1C(C2=C(N=C(N=C2)NC2=CC=C3C4(CN(CC3=C2)C)CC4)N(C1)C)=O